O=C1C(=CC=2C(=NC=CN2)N1CC1=C(C=NC=C1)C(F)(F)F)C1CCN(CC1)C(=O)OC(C)(C)C tert-butyl 4-(6-oxo-5-((3-(trifluoromethyl) pyridin-4-yl)methyl)-5,6-dihydropyrido[2,3-b]pyrazin-7-yl)piperidine-1-carboxylate